ClC1=CC=C(C2=C1C=C(O2)F)COC2=NC(=NC=C2F)C2=CCC(CC2)CC2=NC=1C(=NC(=CC1)C(=O)O)N2CCOC 2-((4-(4-((4-chloro-2-fluorobenzofuran-7-yl)methoxy)-5-fluoropyrimidin-2-yl)cyclohex-3-en-1-yl)methyl)-3-(2-methoxyethyl)-3H-imidazo[4,5-b]pyridine-5-carboxylic acid